NC1=NC=C(C=C1OC=1C=C(C=CC1)NC(C1=CC(=CC=C1)C1CC1)=O)Cl N-(3-((2-amino-5-chloropyridin-3-yl)oxy)phenyl)-3-cyclopropylbenzamide